C(C)OC(=O)C1CC=C(CC1)B1OC(C(O1)(C)C)(C)C 4-(Tetramethyl-1,3,2-dioxaborolan-2-yl)cyclohex-3-ene-1-carboxylic acid ethyl ester